C1(CCCC1)N1C2=C(C(C=3C=C4C(=CC13)OCO4)=O)C4=CC1=C(C(N4C2)=O)COC([C@]1(O)CC)=O (S)-5-cyclopentyl-12-ethyl-12-hydroxy-9,12-dihydro-8H-[1,3]dioxolo[4,5-g]pyrano[3',4':6,7]indolizino[2,1-b]quinoline-8,11,14(5H,6H)-trione